C(C=C)N(C(C1=CC=C(C=C1)[N+](=O)[O-])=O)CC=C N,N-diallyl-4-nitrobenzamide